N-[(1R,3S)-3-[6-(2-tert-butyloxazol-5-yl)-[1,2,4]triazolo[4,3-a]pyridin-3-yl]cyclohexyl]-4-(oxetan-3-yloxy)-5-(trifluoromethyl)pyrimidin-2-amine C(C)(C)(C)C=1OC(=CN1)C=1C=CC=2N(C1)C(=NN2)[C@@H]2C[C@@H](CCC2)NC2=NC=C(C(=N2)OC2COC2)C(F)(F)F